1,1,3-Trimethylhexane CC(CC(CCC)C)C